3-(5-(6-bromo-3-cyanopyrazolo[1,5-a]pyridin-4-yl)pyrazin-2-yl)-3,6-diazabicyclo[3.1.1]heptane-6-carboxylic acid tert-butyl ester C(C)(C)(C)OC(=O)N1C2CN(CC1C2)C2=NC=C(N=C2)C=2C=1N(C=C(C2)Br)N=CC1C#N